3-(4-(3,8-diazabicyclo-[3.2.1]-octan-3-yl)-6-chloro-8-fluoro-2-((tetrahydro-1H-pyrrolizin-7a(5H)-yl)meth-oxy)quinazolin-7-yl)-[1,1'-biphenyl]-2-amine C12CN(CC(CC1)N2)C2=NC(=NC1=C(C(=C(C=C21)Cl)C2=C(C(=CC=C2)C2=CC=CC=C2)N)F)OCC21CCCN1CCC2